1-(2-(1H-indol-3-yl)ethyl)-6,7-dimethoxy-2-(piperidin-4-ylmethyl)-1,2,3,4-tetrahydroisoquinoline N1C=C(C2=CC=CC=C12)CCC1N(CCC2=CC(=C(C=C12)OC)OC)CC1CCNCC1